FC1=C2C=CNC2=CC(=C1OC=1C=CC(=C(C1)C=1NC(=NN1)C(C)(O)C=1C=C(C=CC1)CCC(=O)O)F)F 3-(3-(1-(5-(5-((4,6-Difluoro-1H-indol-5-yl)oxy)-2-fluorophenyl)-4H-1,2,4-triazol-3-yl)-1-hydroxyethyl)phenyl)propanoic acid